3-(2',4'-dichloro-[1,1'-biphenyl]-4-yl)-5,5,5-trifluoropent-1-en-3-ol ClC1=C(C=CC(=C1)Cl)C1=CC=C(C=C1)C(C=C)(CC(F)(F)F)O